CC12OCC(C1)(C2)C21CC(CC(CC2)N1)N (1-methyl-2-oxabicyclo[2.1.1]hexan-4-yl)-8-azabicyclo[3.2.1]octan-3-amine